CCOC(=O)N(C)C(=O)CSP(=S)(OCC)OCC The molecule is an organic thiophosphate that is O,O-diethyl hydrogen phosphorodithioate in which the hydrogen attached to a sulfur is replaced by a 2-[(ethoxycarbonyl)(methyl)amino]-2-oxoethyl group. It has a role as an EC 3.1.1.7 (acetylcholinesterase) inhibitor, an acaricide and an agrochemical. It is an organic thiophosphate, an organothiophosphate insecticide and a carbamate ester.